2-(difluoromethoxy)-8,8-dimethyl-6-{[2-(trimethylsilyl)ethoxy]methyl}-6H-spiro[1,6-naphthyridine-5,3'-oxetan]-7(8H)-one FC(OC1=NC=2C(C(N(C3(COC3)C2C=C1)COCC[Si](C)(C)C)=O)(C)C)F